ethyl 3-(2-((4-((S)-2-(4-chloro-2-fluorophenyl)-2-methylbenzo[d][1,3]dioxol-4-yl)piperidin-1-yl)methyl)-4-methyl-1-(((S)-oxetan-2-yl)methyl)-1H-imidazol-5-yl)-3-hydroxypropanoate ClC1=CC(=C(C=C1)[C@@]1(OC2=C(O1)C=CC=C2C2CCN(CC2)CC=2N(C(=C(N2)C)C(CC(=O)OCC)O)C[C@H]2OCC2)C)F